3-(methacryloyloxymethyl)-2-methyloxetane C(C(=C)C)(=O)OCC1C(OC1)C